ethyl (L)-lactate CCOC(=O)[C@H](C)O